(2R,3R,4R,5R)-5-(2-chloro-6-(isopropylamino)-9H-purin-9-yl)-2-(((1-ethoxy-3-(4-nitrophenyl)-1-oxo-2-(thiazol-4-yl)propan-2-yl)oxy)methyl)-3-ethynyltetrahydrofuran-3,4-diyl diacetate C(C)(=O)O[C@@]1([C@H](O[C@H]([C@@H]1OC(C)=O)N1C2=NC(=NC(=C2N=C1)NC(C)C)Cl)COC(C(=O)OCC)(CC1=CC=C(C=C1)[N+](=O)[O-])C=1N=CSC1)C#C